C(C1=CC=CC=C1)NCC(O)C1CC1 2-(benzylamino)-1-cyclopropyl-ethanol